C1(CCCC1)C#CC=1C=C(C=CC1)B1OC(C(O1)(C)C)(C)C 2-[3-(2-cyclopentylethynyl)phenyl]-4,4,5,5-tetramethyl-1,3,2-dioxaborolane